C1(=CC=CC=C1)C1CC(C(C(C1)=O)=CNCCN1CCN(CC1)C(C(C)(C)C)=O)=O 5-phenyl-2-(((2-(4-pivaloylpiperazin-1-yl)ethyl)amino)methylene)cyclohexane-1,3-dione